3-(3,4-dimethoxyphenyl)-2,5-dimethyl-N-[[4-(trifluoromethoxy)phenyl]methyl]pyrazolo[1,5-a]pyrimidin-7-amine COC=1C=C(C=CC1OC)C=1C(=NN2C1N=C(C=C2NCC2=CC=C(C=C2)OC(F)(F)F)C)C